2-((5-bromo-2-((3,4,5-trimethoxyphenyl)amino)pyrimidin-4-yl)oxy)-N-cyclopropylbenzamide BrC=1C(=NC(=NC1)NC1=CC(=C(C(=C1)OC)OC)OC)OC1=C(C(=O)NC2CC2)C=CC=C1